BrC=1C=C2C(=NN(C2=CC1)C1COCC1)C(=O)OC methyl 5-bromo-1-(tetrahydrofuran-3-yl)-1H-indazole-3-carboxylate